C1(=CC=CC=C1)S(=O)(=O)OC=1C(C2=CC=CC=C2C(C1)=O)=O 1,4-dioxo-1,4-dihydronaphthalene-2-yl benzenesulfonate